BrC1=CC=C(C(=N1)NC([C@H](CCC=C)NC)=O)C (2S)-N-(6-bromo-3-methylpyridin-2-yl)-2-(methylamino)hex-5-enamide